N-[(1S)-1-[(1R)-6-chloroindan-1-yl]-2-[4-(3,5-dimethyl-1H-pyrazol-4-yl)anilino]-2-oxo-ethyl]-2-methyl-pyrazole-3-carboxamide ClC1=CC=C2CC[C@H](C2=C1)[C@@H](C(=O)NC1=CC=C(C=C1)C=1C(=NNC1C)C)NC(=O)C=1N(N=CC1)C